COC(=O)C1=C(NC(=C(C1C=1C2=C(SC1)C(=CC=C2)C2=CC=NC=C2)C(C)=O)C)C2CC2 5-acetyl-2-cyclopropyl-6-methyl-4-(7-(pyridin-4-yl)benzo[b]thiophen-3-yl)-1,4-dihydropyridine-3-carboxylic acid methyl ester